C(#N)[Ag]C#N.[K] potassium dicyanosilver